OC1=C(C=CC(=C1C)OCCC)C1=NC(=NC(=N1)C1=C(C(=C(C=C1)OCCC)C)O)C1=CC=C(C=C1)C 2,4-bis(2-hydroxy-3-methyl-4-propoxyphenyl)-6-(4-methylphenyl)-1,3,5-triazine